C(CCCCCCC\C=C/C\C=C/CCCC)OC(CCCCOC(C[SiH2]C(CCCNCCCNCCCCC)=O)=O)=O (((9Z,12Z)-heptadeca-9,12-dien-1-yl(oxy))-5-oxopentyl)-4-oxo-8,12-diaza-3-silaheptadecanoate